OC(C(=O)C1=CC=C(C=C1)C(C1=C(C=CC=C1)C)=O)CC 2-hydroxy-1-[4-(2-methylbenzoyl)phenyl]-1-butanone